NC=1C=CC(=C(C1)S(=O)(=O)NCC1=C(C=C(C=C1)OC)OC)N1N=CC(=C1)CC(F)F 5-amino-2-[4-(2,2-difluoroethyl)-1H-pyrazol-1-yl]-N-(2,4-dimethoxybenzyl)benzenesulfonamide